ClC=1C(=CC(=NC1)OC)C1=CC(=NN1)C(=O)N1CCC(CC1)C(=O)NC1CCC(CC1)(C)O 1-(5-(5-chloro-2-methoxypyridin-4-yl)-1H-pyrazole-3-carbonyl)-N-((1r,4r)-4-hydroxy-4-methylcyclohexyl)piperidine-4-carboxamide